ClCC=COC(CON)C O-[2-(3-chloropropeneoxy)-propyl]-hydroxylamine